NC1=CC(=NN1C(C)(C)C)[C@H]1C[C@H](CC1)N1C(N(CC1)C(C)C)=O cis-1-(3-(5-amino-1-(tert-butyl)-1H-pyrazol-3-yl)cyclopentyl)-3-isopropylimidazolidin-2-one